Cl.C#CC 1-propyne hydrochloride